1,3,5-triazine-2-methanethiol N1=C(N=CN=C1)CS